ClC1=C(C=C(C=C1)F)C1=CC=C(N=N1)NC1C2CN(CC12)CC1=NN(C(=C1)C)C trans-N-[6-(2-chloro-5-fluoro-phenyl)pyridazin-3-yl]-3-[(1,5-dimethylpyrazol-3-yl)methyl]-3-azabicyclo[3.1.0]hexane-6-amine